CS(=O)(=O)C1=CC(=C(C=C1)NCC#CC=1N(C=2C=CC=C(C2C1)NC1CCC(CC1)N1CCC(CC1)C(F)(F)F)CC(F)(F)F)OC 2-{3-[(4-methanesulfonyl-2-methoxyphenyl)amino]prop-1-yn-1-yl}-N-[(1R,4R)-4-[4-(trifluoromethyl)piperidin-1-yl]cyclohexyl]-1-(2,2,2-trifluoroethyl)-1H-indol-4-amine